N1-(1-methylcyclopropyl)-N2-(3-(1-methylcyclopropyl)-1-oxo-1-(((S)-3-oxo-1-((S)-2-oxopyrrolidin-3-yl)-4-(trifluoromethoxy)butan-2-yl)amino)propan-2-yl)oxalamide CC1(CC1)NC(C(=O)NC(C(N[C@@H](C[C@H]1C(NCC1)=O)C(COC(F)(F)F)=O)=O)CC1(CC1)C)=O